2-((2R,5S)-2-(3-((dimethylamino)methyl)phenyl)-5-methylpiperidin-1-yl)-2-oxoacetamide CN(C)CC=1C=C(C=CC1)[C@@H]1N(C[C@H](CC1)C)C(C(=O)N)=O